8-(2-methyl-2-pentyloxycarbonyl)-tetracyclo[4.4.0.12,5.17,10]-3-dodecene CC(C)(CCC)OC(=O)C1C2C3C4C=CC(C3C(C1)C2)C4